(5-amino-2-((1-(pyridin-2-yl)ethyl)amino)-8-(pyrimidin-4-yl)-[1,2,4]triazolo[1,5-c]pyrimidin-7-yl)benzonitrile NC1=NC(=C(C=2N1N=C(N2)NC(C)C2=NC=CC=C2)C2=NC=NC=C2)C2=C(C#N)C=CC=C2